hexamethylenebis(maleimide) C1(C(=CC(N1)=O)CCCCCCC=1C(=O)NC(C1)=O)=O